ethyl Nα-((tert-butoxycarbonyl)-L-isoleucyl)-1-methyl-D-tryptophanate C(C)(C)(C)OC(=O)N[C@@H]([C@@H](C)CC)C(=O)N[C@H](CC1=CN(C2=CC=CC=C12)C)C(=O)OCC